(S)-1'-(6-amino-5-((5-chloro-2-fluoropyridin-4-yl)thio)pyrazin-2-yl)-5,7-dihydro-spiro[cyclopenta[b]pyridine-6,4'-piperidin]-5-amine NC1=C(N=CC(=N1)N1CCC2(CC1)[C@@H](C=1C(=NC=CC1)C2)N)SC2=CC(=NC=C2Cl)F